(S)-N-(1-cycloheptyl-2-((6-(3,5-dimethyl-1H-pyrazol-4-yl)pyridin-3-yl)amino)-2-oxoethyl)-3-ethylisoxazole-4-carboxamide C1(CCCCCC1)[C@@H](C(=O)NC=1C=NC(=CC1)C=1C(=NNC1C)C)NC(=O)C=1C(=NOC1)CC